dicyclopentylmethylamine C1(CCCC1)C(C1CCCC1)N